C1=C(C=CC2=CC=CC=C12)NC(=O)[C@H](CCCCCC(CC)=O)N1CC=NC2=CC=CC=C12 N-{(1S)-1-[(2-Naphthylamino)carbonyl]-7-oxononyl}quinoxaline